Hexane-3-carboxylic acid acetoxymethyl ester C(C)(=O)OCOC(=O)C(CC)CCC